2,2',2''-(10-((6-bromopyridin-2-yl)methyl)-1,4,7,10-tetraazacyclododecane-1,4,7-triyl)triacetic acid BrC1=CC=CC(=N1)CN1CCN(CCN(CCN(CC1)CC(=O)O)CC(=O)O)CC(=O)O